CC1=NC(=CC=C1NC=1N=CC2=C(N1)N1C(C(=C2)C=2C=C(C=CC2C)NC(C2=NC=CC(=C2)C(F)(F)F)=O)=NCC1)C N-(3-(2-((2,6-dimethylpyridin-3-yl)amino)-8,9-dihydroimidazo[1',2':1,6]pyrido[2,3-d]pyrimidin-6-yl)-4-methylphenyl)-4-(trifluoromethyl)picolinamide